tert-Butyl 6-cyano-5-(2-(difluoromethoxy)-6-fluorophenyl)-3-iodo-1H-indazole-1-carboxylate C(#N)C1=C(C=C2C(=NN(C2=C1)C(=O)OC(C)(C)C)I)C1=C(C=CC=C1F)OC(F)F